C(C)(C)(C)OC(=O)NCCCN1C=C(C2=CC(=CC=C12)CN1CCN(CC1)CC(=O)O)C1=CC=C(C=C1)OC(F)(F)F 2-(4-((1-(3-((tert-butoxycarbonyl)amino)propyl)-3-(4-(trifluoromethoxy)phenyl)-1H-indol-5-yl)methyl)piperazin-1-yl)acetic acid